NC1=CC=C(CN2C(COCC2)=O)C=C1 4-(4-aminobenzyl)morpholin-3-one